1-((1s,4s)-4-methoxycyclohexyl)ethan-1-one COC1CCC(CC1)C(C)=O